FC(COC1CN(C1)C1=CC=C(C=C1)C1CN(C1)C(=O)N1C[C@H](CC1)C(=O)N)(F)F (3S)-1-[3-[4-[3-(2,2,2-Trifluoroethoxy)azetidin-1-yl]phenyl]azetidine-1-carbonyl]pyrrolidine-3-carboxamide